oxo-acetic anhydride O=CC(=O)OC(C=O)=O